N-(2-chloro-5-nitrophenyl)-4,4,4-trifluoro-N,3-dimethylbutanamide ClC1=C(C=C(C=C1)[N+](=O)[O-])N(C(CC(C(F)(F)F)C)=O)C